P(=O)(OC)(OC)OC1=C(C(=CC=C1O)O)C1=C(C=CC2=CC=CC=C12)O dimethyl (3,6-dihydroxy-2-(2-hydroxynaphthalen-1-yl) phenyl) phosphate